methyl 4-(4-cyano-4-phenylcyclohexyl)-1,4-diazepane-1-carboxylate C(#N)C1(CCC(CC1)N1CCN(CCC1)C(=O)OC)C1=CC=CC=C1